5-(6-Chloro-5-(4-(methylsulfonyl)piperazin-1-yl)-1H-indazol-1-yl)-2,3-difluorophenol ClC1=C(C=C2C=NN(C2=C1)C=1C=C(C(=C(C1)O)F)F)N1CCN(CC1)S(=O)(=O)C